BrC1=CC=C(C=C1)C1=NN2C(C=CC=C2)=N1 (4-bromophenyl)-[1,2,4]triazolo[1,5-a]pyridine